(4Z)-4-[(1,3-benzothiazol-6-yl)methylidene]-2-(phenylamino)-4,5-dihydro-1H-imidazol S1C=NC2=C1C=C(C=C2)\C=C\2/N=C(NC2)NC2=CC=CC=C2